6-(6-((4-cyano-2-fluorobenzyl)oxy)pyridin-2-yl)-3-azabicyclo[4.1.0]heptane-3-carboxylic acid benzyl ester C(C1=CC=CC=C1)OC(=O)N1CC2CC2(CC1)C1=NC(=CC=C1)OCC1=C(C=C(C=C1)C#N)F